FC(S(=O)(=O)[O-])(F)F.C(C)[S+]1CCN(CCC1)C(=O)C=1OC(=CC1)C1=CC(=CC=C1)C(F)(F)F 1-ethyl-4-(5-(3-(trifluoromethyl)phenyl)furan-2-carbonyl)-1,4-thiazepan-1-ium trifluoromethanesulfonate